C(C=1C(C(=O)O)=CC=CC1)(=O)OC(C=1C(C(=O)OC(C=2C(C(=O)O)=CC=CC2)=O)=CC=CC1)=O diphthalic dianhydride